benzyl 2-((tert-butoxycarbonyl) (3-((tert-butoxycarbonyl) amino) propyl) amino)-6-oxohexanoate C(C)(C)(C)OC(=O)N(C(C(=O)OCC1=CC=CC=C1)CCCC=O)CCCNC(=O)OC(C)(C)C